3,4,5-trichlorotrifluoroacetyl-benzene ClC=1C=C(C=C(C1Cl)Cl)C(C(F)(F)F)=O